C(#N)C=1C=C2CCN(CC2=CC1)CC[C@@H]1CC[C@H](CC1)NC(=O)C1=CC=NC2=CC=CC=C12 N-{trans-4-[2-(6-cyano-3,4-dihydroisoquinolin-2(1H)-yl)ethyl]cyclohexyl}quinoline-4-carboxamide